N[C@@H](CC1=CC(=CC(=C1)F)F)C=1N(C(C2=C(N1)N=C(C=C2)C2=C(C=CC=C2)F)=O)C=2C=CC(=C1C(=NN(C21)CC(F)(F)F)NS(=O)(=O)C)Cl (S)-N-(7-(2-(1-amino-2-(3,5-difluorophenyl)ethyl)-7-(2-fluorophenyl)-4-oxopyrido[2,3-d]pyrimidin-3(4H)-yl)-4-chloro-1-(2,2,2-trifluoroethyl)-1H-indazol-3-yl)methanesulfonamide